5-(2,4-ditert-butoxypyrimidin-5-yl)-3-[(1R)-2,2-difluoro-1-[4-fluoro-3-(2-methoxyethoxy)phenyl]ethoxy]-1-methyl-pyrazolo[3,4-c]pyridazine C(C)(C)(C)OC1=NC=C(C(=N1)OC(C)(C)C)C=1C=C2C(=NN1)N(N=C2O[C@@H](C(F)F)C2=CC(=C(C=C2)F)OCCOC)C